O=C1[C@@H](NC(CN1)=O)CCC(=O)O 3-[(2S)-3,6-dioxopiperazin-2-yl]propanoic acid